BrC=1C=NC(=NC1)C1=CC(=CC=C1)CBr 5-Bromo-2-(3-(bromomethyl)phenyl)pyrimidine